7-((2R,3R,4S,5R)-5-((R)-(4-chloro-3-fluorophenyl)(hydroxy)methyl)-3,4-dihydroxytetrahydrofuran-2-yl)-1,7-dihydro-4H-pyrrolo[2,3-d]pyrimidin-4-one O-methyl oxime CON=C1C2=C(NC=N1)N(C=C2)[C@@H]2O[C@@H]([C@H]([C@H]2O)O)[C@H](O)C2=CC(=C(C=C2)Cl)F